CN1N=C(C=C1C)NC1=NC=C(C(=N1)C1=CNC2=C(C=CC=C12)NC(CN1CC(C1)O)=O)C N-(3-(2-((1,5-dimethyl-1H-pyrazol-3-yl)amino)-5-methylpyrimidin-4-yl)-1H-indol-7-yl)-2-(3-hydroxyazetidin-1-yl)acetamide